2-(4-bromo-2-isopropylimidazo[1,2-a][1,8]naphthyridin-8-yl)-1,3,4-oxadiazole BrC=1C=2C=CC=3N(C2N=C(C1)C(C)C)C=C(N3)C=3OC=NN3